5,7-Dichloro-8-fluoropyrido[3,4-d]pyridazin-4(3H)-one ClC1=NC(=C(C2=C1C(NN=C2)=O)F)Cl